C(C)OC=1C(=NC(=NC1N1CCN(CC1)C)SC1=CC=C(C=C1)NC(=O)C1CC1)NC1=NNC(=C1)C N-(4-((5-ethoxy-4-((5-methyl-1H-pyrazol-3-yl)amino)-6-(4-methylpiperazin-1-yl)pyrimidin-2-yl)thio)phenyl)cyclopropanecarboxamide